FC1=CC=C(C=C1)C=1C(C(=NN(C1)C(C)C)C(=O)O)=O 5-(4-fluorophenyl)-1-isopropyl-4-oxo-1,4-dihydropyridazine-3-carboxylic acid